2,2-dimethyl-3-cyanopiperidine CC1(NCCCC1C#N)C